C(CCC)C1=CC=C(C=C1)NC1=NC(=NC(=C1C(F)(F)F)Cl)C1=NC=CC=C1 N-(4-butylphenyl)-6-chloro-2-(2-pyridyl)-5-(trifluoromethyl)-4-pyrimidinamine